4-(((1R,2S,3R,4S,5R)-2-acetamido-3,4-diacetoxy-5-(acetoxymethyl)cyclohexyl)oxy)butyric acid C(C)(=O)N[C@H]1[C@@H](C[C@@H]([C@@H]([C@@H]1OC(C)=O)OC(C)=O)COC(C)=O)OCCCC(=O)O